C(C1=CC=CC=C1)OCCCC(=O)[O-] 4-benzyloxybutyrate